C(C)(C)(C)N1N=CC(=C1)N1C=C(C=CC1=O)C(=O)OC Methyl 1-(1-tert-butylpyrazol-4-yl)-6-oxo-pyridine-3-carboxylate